5-(benzyloxy)pyridin C(C1=CC=CC=C1)OC=1C=CC=NC1